1,2,3,4-butanetetracarboxylic acid tetra(3-ethylcyclohexylamide) C(C)C1CC(CCC1)NC(=O)CC(C(CC(=O)NC1CC(CCC1)CC)C(=O)NC1CC(CCC1)CC)C(=O)NC1CC(CCC1)CC